methyl 7-bromo-5-[(4-piperidin-4-yloxyphenyl) methoxy]-1,2,3,4-tetrahydronaphthalene-1-carboxylate BrC1=CC(=C2CCCC(C2=C1)C(=O)OC)OCC1=CC=C(C=C1)OC1CCNCC1